ClC1=C(NC=CC=C1)C1=CC=C(C=C1)C#N chloro[(4-cyanophenyl)azepin]